CN(CCN(CCCCC(C(=O)[O-])(CCCCCCCC)CCCCCC)CCCCC(C(=O)[O-])(CCCCCCCC)CCCCCC)C ((2-(dimethylamino)ethyl)azanediyl)bis(butane-4,1-diyl)bis(2-hexyldecanoate)